oleyl phosphate-dibutylethanolamine salt C(CCC)N(CCO)CCCC.P(=O)(OCCCCCCCC\C=C/CCCCCCCC)(O)O